C1(CCC1)CN1N=CC=2C=NC(=CC21)NC2=NC(=NC(=C2)N2CCNCC2)N2CCCC2 1-(cyclobutylmethyl)-N-[6-(piperazin-1-yl)-2-(pyrrolidin-1-yl)pyrimidin-4-yl]-1H-pyrazolo[4,3-c]pyridin-6-amine